FC=1C=C(C=C(C1)C(F)(F)F)C1=CC(=C2C(=N1)N=C(N2)C2=CC=C(C=N2)N2CCN(CC2)CC(=O)O)N(C)CC2(CCC2)COC [4-(6-{5-[3-Fluoro-5-(trifluoromethyl)phenyl]-7-[{[1-(methoxymethyl)cyclobutyl]methyl}(methyl)amino]-1H-imidazo[4,5-b]pyridin-2-yl}pyridin-3-yl)piperazin-1-yl]acetic acid